CC(=O)OC[C@@H]1[C@@H](C([C@@H](O1)N2C=CC(=O)NC2=O)OC(=O)C)OC(=O)C 2',3',5'-tri-O-acetyluridine